C(C)OC(=O)C=1N=C2N(C=C(C(=N2)C)Br)C1.OC1(CC(C1)NC=1C=C(C=CC1)S(=O)(=O)N)C 3-[(3-hydroxy-3-methyl-cyclobutyl)amino]Benzenesulfonamide ethyl-6-bromo-7-methylimidazo[1,2-a]pyrimidine-2-carboxylate